BrCCCOC(=O)C=1C=C(C(=C(OCCCCCCN2CCN(CCC2)C(=O)OC(C)(C)C)C1)OC)OC tert-butyl 4-(6-(5-((3-bromopropoxy)carbonyl)-2,3-dimethoxyphenoxy)hexyl)-1,4-diazepane-1-carboxylate